(S)-ethyl 8-(2-amino-6-((R)-2,2,2-trifluoro-1-(4-(1-methyl-6-oxo-1,6-dihydropyridin-3-yl)phenyl)ethoxy)pyrimidin-4-yl)-2,8-diazaspiro[4.5]decane-3-carboxylate NC1=NC(=CC(=N1)N1CCC2(C[C@H](NC2)C(=O)OCC)CC1)O[C@@H](C(F)(F)F)C1=CC=C(C=C1)C1=CN(C(C=C1)=O)C